2-(2-(2-aminoethoxy)ethoxy)-N-(2-(2-(2,2-dimethoxyethoxy)ethoxy)ethyl)acetamide NCCOCCOCC(=O)NCCOCCOCC(OC)OC